6-fluoro-2-(2-naphthylmethyl)-4H-3,1-benzoxazin-4-one FC=1C=CC2=C(C(OC(=N2)CC2=CC3=CC=CC=C3C=C2)=O)C1